FC(C(C(C(C(C(C(C(F)(F)F)(F)F)(F)F)(F)F)(F)F)(F)F)(F)F)(N)F Perfluorooctanamin